5-((6S)-2,2-Difluoro-7-((5-methoxy-7-methyl-1H-indol-4-yl)methyl)-7-azaspiro[3.5]nonan-6-yl)-6-(3,3-difluoroazetidin-1-yl)pyridine-2-carboxylic acid FC1(CC2(C1)C[C@H](N(CC2)CC2=C1C=CNC1=C(C=C2OC)C)C=2C=CC(=NC2N2CC(C2)(F)F)C(=O)O)F